diethyl 2-(4-(4-(tert-butoxycarbonyl) piperazin-1-yl)-3-fluorophenyl)-4-hydroxy-4-methyl-6-oxocyclohexane-1,3-dicarboxylate C(C)(C)(C)OC(=O)N1CCN(CC1)C1=C(C=C(C=C1)C1C(C(CC(C1C(=O)OCC)(C)O)=O)C(=O)OCC)F